3-[(2-methyl-1-oxo-2-propenyl)amino]-1-propanaminium CC(C(=O)NCCC[NH3+])=C